tert-butyl (S)-(1-(6-acetyl-2,6-diazaspiro[3.3]heptan-2-yl)-3-(2-chlorophenyl)-1-oxopropan-2-yl)carbamate C(C)(=O)N1CC2(CN(C2)C([C@H](CC2=C(C=CC=C2)Cl)NC(OC(C)(C)C)=O)=O)C1